BrC1=C(C=C(C=C1)S(=O)(=O)NCC1CCN(CC1)C1=CC(=CC=C1)[N+](=O)[O-])C 4-bromo-3-methyl-N-((1-(3-nitrophenyl)piperidin-4-yl)methyl)benzenesulfonamide